COC1=NN(C=C1C(=O)OCC)C1=NC=CN=C1 ethyl 3-methoxy-1-(pyrazin-2-yl)-1H-pyrazole-4-carboxylate